CC1=CC=C(C=C1)S(=O)(=O)O.NC[C@H](C1=CC(=CC=C1)Cl)NC(=O)C=1N=CN(C1)C1=NC(=NC=C1C)NC1CC(C1)(F)F (S)-N-(2-Amino-1-(3-chlorophenyl)ethyl)-1-(2-((3,3-difluorocyclobutyl)-amino)-5-methylpyrimidin-4-yl)-1H-imidazole-4-carboxamide p-toluenesulfonic acid salt